CN1C=2C=CC=C(C2CC2=CC=CC=C12)C(=O)[O-] 10-methylacridineAt